NC(CCO)C1=CC=C(C=C1)C1=C(N=CS1)C 3-Amino-3-[4-(4-methyl-1,3-thiazol-5-yl)phenyl]propan-1-ol